C1(CC1)N1C2CC(CC1CC2)NC(=O)[C@H]2N(C[C@@H](C2)O)C([C@H](C(C)(C)C)N2N=NC(=C2)C2CC2)=O (2S,4r)-N-(8-cyclopropyl-8-azabicyclo[3.2.1]oct-3-yl)-1-[(2S)-2-(4-cyclopropyl-triazol-1-yl)-3,3-dimethyl-butyryl]-4-hydroxy-pyrrolidine-2-carboxamide